(2R)-3-(4-amino-3-bromo-phenyl)-2-(tert-butoxycarbonylamino)propanoic acid NC1=C(C=C(C=C1)C[C@H](C(=O)O)NC(=O)OC(C)(C)C)Br